NC1=NC=C2N=CN(C2=N1)C1=CC(=NC=C1)C#CC(C)(O)C=1SC=CN1 4-(4-(2-amino-9H-purin-9-yl)pyridin-2-yl)-2-(thiazol-2-yl)but-3-yn-2-ol